C(C)(C)(C)[C@H]1C[C@H](C(N1)=O)NC(=O)[C@H]1N(C[C@@H](C1)O)C([C@H](C(C)(C)C)N1N=NC(=C1)C1CC1)=O (2S,4r)-N-[(3r,5r)-5-tert-butyl-2-oxo-pyrrolidin-3-yl]-1-[(2S)-2-(4-cyclopropyltriazol-1-yl)-3,3-dimethyl-butyryl]-4-hydroxy-pyrrolidine-2-carboxamide